3-Oxo-7-azabicyclo[2.2.1]heptane-1-carboxylic acid methyl ester COC(=O)C12CC(C(CC1)N2)=O